(2,2-difluorocyclopropyl)(4-((R)-3-methylmorpholino)-2-(1H-pyrazol-3-yl)-2,6,8,9-tetrahydro-7H-1,2,3,7-tetraazabenzo[cd]azulene-7-yl)methanone FC1(C(C1)C(=O)N1CC=2C3=C(N(N=C3CC1)C1=NNC=C1)N=C(C2)N2[C@@H](COCC2)C)F